3-(5-(4-(((R)-3-(hydroxymethyl)pyrrolidin-1-yl)methyl)pyridin-2-yl)-1-oxoisoindolin-2-yl)piperidine-2,6-dione OC[C@H]1CN(CC1)CC1=CC(=NC=C1)C=1C=C2CN(C(C2=CC1)=O)C1C(NC(CC1)=O)=O